lead nitrate salt [N+](=O)([O-])[O-].[Pb+2].[N+](=O)([O-])[O-]